CO[C@H]1[C@@H](O[C@@H]([C@H]1O)CO)C1=CNC(=O)NC1=O O-methylpseudouridine